N1-((trans)-2-(4-((2-fluorobenzyl)oxy)phenyl)cyclopropyl)cyclohexane-1,4-diamine FC1=C(COC2=CC=C(C=C2)[C@H]2[C@@H](C2)NC2CCC(CC2)N)C=CC=C1